(6-(6,7-dimethoxyquinazolin-4-yl)hexyl)phosphonic acid COC=1C=C2C(=NC=NC2=CC1OC)CCCCCCP(O)(O)=O